FC1(CCN(CC1)C1=NC(=CC(=N1)C=1N=NN(C1)C1=C(C=C(C=C1)NS(=O)(=O)CCCO)N1CCC2(CC2)CC1)C)F N-(4-(4-(2-(4,4-difluoropiperidin-1-yl)-6-methylpyrimidin-4-yl)-1H-1,2,3-triazol-1-yl)-3-(6-azaspiro[2.5]octan-6-yl)phenyl)-3-hydroxypropane-1-sulfonamide